FC=1C(=C(C=C(C1)CC1=CN=CS1)C(C(=O)O)N1C[C@@H](CC1)OCCCCCC1=NC=2NCCCC2C=C1)OC 2-(3-fluoro-2-methoxy-5-(thiazol-5-ylmethyl)phenyl)-2-((R)-3-((5-(5,6,7,8-tetrahydro-1,8-naphthyridin-2-yl)pentyl)oxy)pyrrolidin-1-yl)acetic acid